S(=O)(=O)(O)C(C(=O)[O-])CC(=O)[O-].[Na+].[Na+] Sodium Sulfosuccinate